C(C(=C)C)(=O)OCC(C(C(C(C(C(C(F)(F)F)(F)F)(F)F)(F)F)(F)F)(F)F)(F)F 2,2,3,3,4,4,5,5,6,6,7,7,8,8,8-pentadecafluorooctyl methacrylate